COC(C1=NC=CC(=C1)C1(CCCC1)O)=O 4-(1-hydroxycyclopentyl)picolinic acid methyl ester